N-((tetrahydro-2H-pyran-4-yl)methyl)aniline O1CCC(CC1)CNC1=CC=CC=C1